(+)-1-phenylethylamine C1(=CC=CC=C1)C(C)N